CC1=C(C=CC=C1)C1C2(C3=CC=CC=C3C1)CCC(CC2)=O 2'-(2-methylphenyl)-2',3'-dihydrospiro[cyclohexane-1,1'-indene]-4-one